ClC1=CC(=C(OCC2=NC=CC(=N2)OC2CCN(CC2)CC2=NC3=C(N2CC2(CC2)CF)C=C(C=C3F)C(=O)O)C=C1)F 2-{[4-({2-[(4-chloro-2-fluorophenoxy)methyl]pyrimidin-4-yl}oxy)piperidin-1-yl]methyl}-4-fluoro-1-{[1-(fluoromethyl)cyclopropyl]methyl}-1H-1,3-benzodiazole-6-carboxylic acid